C(C)(C)(C)OC(=O)N(CCC=1N=CN(C1)CCNC1=NC2=C(C3=CN=CC=C13)C=CC(=C2)C(=O)OC)CC2=CC(=C(C=C2)C2=CC=CC=C2)Cl Methyl 5-((2-(4-(2-((tert-butoxycarbonyl)((2-chloro-[1,1'-biphenyl]-4-yl)methyl)amino)ethyl)-1H-imidazol-1-yl)ethyl)amino)benzo[c][2,6]naphthyridine-8-carboxylate